The molecule is a 1-acyl-2-arachidonoyl-sn-glycero-3-phosphate in which the 1-acyl group is specified as stearoyl (octadecanoyl). It is a 1-acyl-2-arachidonoyl-sn-glycero-3-phosphate and a phosphatidic acid 38:4. It derives from an octadecanoic acid. It is a conjugate acid of a 1-stearoyl-2-arachidonoyl-sn-glycero-3-phosphate(2-). CCCCCCCCCCCCCCCCCC(=O)OC[C@H](COP(=O)(O)O)OC(=O)CCC/C=C\\C/C=C\\C/C=C\\C/C=C\\CCCCC